1-phenyl-3-(4-dimethylaminostyryl)-5-(4-dimethylamino-phenyl)-pyrazoline C1(=CC=CC=C1)N1NC(=CC1C1=CC=C(C=C1)N(C)C)C=CC1=CC=C(C=C1)N(C)C